2,3-dibromopropyl-2,4,6-tribromophenyl allyl ether C(C=C)OC1=C(C(=C(C=C1Br)Br)CC(CBr)Br)Br